BrC1=C(C=CC=C1)[C@@H](C)OC=1C=2N(C=C(C1)C=1C=NN(C1C)C1CCN(CC1)C(=O)OC(C)(C)C)N=CC2 tert-butyl 4-(4-[4-[(1R)-1-(2-bromophenyl)ethoxy]pyrazolo[1,5-a]pyridin-6-yl]-5-methylpyrazol-1-yl)piperidine-1-carboxylate